5-(6-(difluoromethyl)-2-(methylthio)pyrimidin-4-yl)-1-(3,4-dimethoxybenzyl)-3-fluoropyridin FC(C1=CC(=NC(=N1)SC)C=1C=C(CN(C1)CC1=CC(=C(C=C1)OC)OC)F)F